FC1=CC=C(C=C1)[C@@H]1N(CCC2=CC=CC=C12)C(=O)O[C@@H]1C[C@H](C1)NCCO trans-3-((2-hydroxyethyl)amino)cyclobutyl (S)-1-(4-fluorophenyl)-3,4-dihydroisoquinoline-2(1H)-carboxylate